2-bromo-1-(2-bromo-4-fluorophenyl)ethane BrCCC1=C(C=C(C=C1)F)Br